2-(5-chloro-2-(4,4,5,5-tetramethyl-1,3,2-dioxaborolan-2-yl)benzyl)isoindole-1,3-dione ClC=1C=CC(=C(CN2C(C3=CC=CC=C3C2=O)=O)C1)B1OC(C(O1)(C)C)(C)C